6-chloro-N-(3-methoxy-2,6-dimethylphenyl)quinoxalin-5-amine ClC1=C(C=2N=CC=NC2C=C1)NC1=C(C(=CC=C1C)OC)C